FC=1C=C2C(C=C(OC2=C(C1)C=C)C(=O)OCC)=C=O Ethyl 6-fluoro-4-carbonyl-8-vinyl-4H-chromene-2-carboxylate